2-AMINO-6-NITROBENZALDEHYDE NC1=C(C=O)C(=CC=C1)[N+](=O)[O-]